FC(C(=O)O)(F)F.FC=1C=C2C(=C(NC2=C(C1)F)C1=CC=C(C=C1)F)CC1CN(C1)C(=O)C1(CC1)CO [3-[[5,7-difluoro-2-(4-fluorophenyl)-1H-indol-3-yl]methyl]azetidin-1-yl]-[1-(hydroxymethyl)cyclopropyl]methanone (trifluoroacetate)